4-nitrophenyl (4-((4-(prop-2-yn-1-yloxy) phenyl) diazenyl) benzoyl) carbonate C(OC1=CC=C(C=C1)[N+](=O)[O-])(OC(C1=CC=C(C=C1)N=NC1=CC=C(C=C1)OCC#C)=O)=O